1-methyl-6-(2-methyl-4-(8-methyl-6-(trifluoromethyl)-1,5-naphthyridin-2-yl)phenyl)-1,4,5,6-tetrahydro-7H-pyrazolo[3,4-c]pyridin-7-one CN1N=CC2=C1C(N(CC2)C2=C(C=C(C=C2)C2=NC1=C(C=C(N=C1C=C2)C(F)(F)F)C)C)=O